(5S)-5-{[(3R,4S)-3,4-Difluoropyrrolidin-1-yl]carbonyl}-2-[3-(trifluoromethyl)benzyl]-5,6,7,8-tetrahydro[1,2,4]triazolo[4,3-a]pyridin-3(2H)-one F[C@@H]1CN(C[C@@H]1F)C(=O)[C@@H]1CCCC=2N1C(N(N2)CC2=CC(=CC=C2)C(F)(F)F)=O